4-(7-(o-tolylsulfonyl)-7-azaspiro[3.5]nonan-1-yl)morpholine C1(=C(C=CC=C1)S(=O)(=O)N1CCC2(CCC2N2CCOCC2)CC1)C